5-((1-(5-(Trifluoromethyl)pyridin-2-yl)-1H-1,2,4-triazol-3-yl)amino)pyrazine-2-carbonitrile FC(C=1C=CC(=NC1)N1N=C(N=C1)NC=1N=CC(=NC1)C#N)(F)F